(1R,5S,6S)-3-[1-(2,2,2-Trifluoroethyl)-1H-pyrazolo[3,4-b]pyrazin-6-yl]-6-({[2-(trifluoromethyl)pyridin-3-yl]oxy}methyl)-3-azabicyclo[3.1.0]hexane FC(CN1N=CC=2C1=NC(=CN2)N2C[C@H]1C([C@H]1C2)COC=2C(=NC=CC2)C(F)(F)F)(F)F